2,3-dihydro[1,4]dioxino[2,3-b]pyridin O1CCOC2=NC=CC=C21